1-[6-(2,4-Dimethoxypyrimidin-5-yl)furo[2,3-d]pyrimidin-4-yl]-4,4-difluoro-pyrrolidin-3-ol COC1=NC=C(C(=N1)OC)C1=CC2=C(N=CN=C2N2CC(C(C2)(F)F)O)O1